FC1=C(C=C(C(=C1O)F)F)C1=NC(=NO1)C=O (5-(2,4,5-trifluoro-3-hydroxyphenyl)-1,2,4-oxadiazol-3-yl)methanone